methyl 8-bromo-4-chloro-5H-pyrimido[5,4-b]indole-2-carboxylate BrC1=CC=2C3=C(NC2C=C1)C(=NC(=N3)C(=O)OC)Cl